[C-]#N.C(CCCCC)[NH+]1C(CCCC1)CC 1-hexyl-2-ethylpiperidinium cyanide